3-CHLORO-2-HYDROXYBENZALDEHYDE ClC=1C(=C(C=O)C=CC1)O